5-butyl-2-[3-(triethoxysilyl)propyl]-2H-tetrazole C(CCC)C=1N=NN(N1)CCC[Si](OCC)(OCC)OCC